1-{[2-({6-chloro-3-methyl-1H-pyrazolo[3,4-d]pyrimidin-4-yl}amino)ethyl](methyl)amino}-2-methylpropan-2-ol ClC1=NC(=C2C(=N1)NN=C2C)NCCN(CC(C)(O)C)C